OC[C@]1(OC2=C(C1)C=C(C(=C2)N2CCC1(CCOC1)CC2)NC(=O)C=2C=NN1C2N=CC=C1)C N-[(2S)-2-(hydroxymethyl)-2-methyl-6-(2-oxa-8-azaspiro[4.5]decan-8-yl)-3H-benzofuran-5-yl]pyrazolo[1,5-a]pyrimidine-3-carboxamide